ClC1=C(C#N)C=CC(=C1)N1CC2(CC1)CCN(CC2)C2=CC=C(C=C2)C(=O)N2CCN(CC2)C2CCN(CC2)C=2C=C1C(N(C(C1=CC2F)=O)C2C(NC(CC2)=O)=O)=O 2-chloro-4-(8-(4-(4-(1-(2-(2,6-dioxopiperidin-3-yl)-6-fluoro-1,3-dioxoisoindolin-5-yl)piperidin-4-yl)piperazine-1-carbonyl)phenyl)-2,8-diazaspiro[4.5]decan-2-yl)benzonitrile